allyl 7-(((((S)-1-butoxy-1-oxopropan-2-yl)amino)(naphthalen-1-yloxy)phosphoryl)difluoromethyl)-2-naphthoate C(CCC)OC([C@H](C)NP(=O)(OC1=CC=CC2=CC=CC=C12)C(C1=CC=C2C=CC(=CC2=C1)C(=O)OCC=C)(F)F)=O